OC(C(=O)N1CC2(CC2)C[C@H]1C(=O)N[C@@H](C[C@H]1C(NCC1)=O)C(COC(F)(F)F)=O)C1=CN=CN1C (6S)-5-(2-hydroxy-2-(1-methyl-1H-imidazol-5-yl)acetyl)-N-((S)-3-oxo-1-((S)-2-oxopyrrolidin-3-yl)-4-(trifluoromethoxy)butan-2-yl)-5-azaspiro[2.4]heptane-6-carboxamide